C1(CCCCC1)(C(=O)O)C(=O)O.ClC=1C=C(OC2=C(C=C(C=C2S(N)(=O)=O)NC(CC2=C(C=CC=C2)C)=O)F)C=CC1 N-[4-(3-chlorophenoxy)-3-fluoro-5-sulfamylphenyl]-2-(2-methylphenyl)acetamide trans-cyclohexanedicarboxylate